N-(2-cyano-2-methylpropyl)-4-(5-methyl-2-((1-(tetrahydro-2H-pyran-4-yl)-1H-pyrazol-4-yl)amino)pyrimidin-4-yl)benzamide C(#N)C(CNC(C1=CC=C(C=C1)C1=NC(=NC=C1C)NC=1C=NN(C1)C1CCOCC1)=O)(C)C